3-bromolactate BrCC(C(=O)[O-])O